N1=C(C=CC=C1)C1=NN(C=C1)C1=CC=C(C(=O)O)C=C1 4-(3-pyridin-2-yl-1H-pyrazol-1-yl)benzoic acid